ClC=1C(=CC(=C(C(=O)NS(=O)(=O)[C@H](COC)C)C1)F)OCC1CCCC1 (S)-5-chloro-4-(cyclopentylmethoxy)-2-fluoro-N-((1-methoxypropan-2-yl)sulfonyl)-benzamide